tert-butyl 4-(2-bromo-6-oxo-5,6-dihydropyrido[2,3-b]pyrazin-7-yl)piperidine-1-carboxylate BrC=1N=C2C(=NC1)NC(C(=C2)C2CCN(CC2)C(=O)OC(C)(C)C)=O